OCCN1C(CN(C(C1)=O)CCO)=O bis-N-hydroxyethyl-2,5-piperazinedione